CC1(OB(OC1(C)C)C=1C=CC2=C(C(NCCO2)=O)C1)C 7-(4,4,5,5-tetramethyl-1,3,2-dioxaborolan-2-yl)-3,4-dihydrobenzo[f][1,4]oxazepin-5(2H)-one